C(CCCCCCC\C=C\CCCCCCCC)(=O)OC[C@H]1O[C@H](C([C@@H]1O)(F)F)N1C(N=C(C=C1)N)=O [(2R,3R,5R)-5-(4-amino-2-oxopyrimidin-1-yl)-4,4-difluoro-3-hydroxyoxolan-2-yl]methyl (E)-octadec-9-enoate